N-(cyanomethyl)-4-(5-methyl-2-((1-(1,1,1-trifluoropropan-2-yl)-1H-pyrazol-4-yl)amino)pyrimidin-4-yl)benzamide C(#N)CNC(C1=CC=C(C=C1)C1=NC(=NC=C1C)NC=1C=NN(C1)C(C(F)(F)F)C)=O